C(C)(C)(C)OC(=O)NC1(CC=2C3=C(NC2CC1)N=NC(=C3)C3=C(C=CC=C3)O)C(=O)OC methyl 6-[(tert-butoxycarbonyl)amino]-3-(2-hydroxyphenyl)-5H,7H,8H,9H-pyridazino[3,4-b]indole-6-carboxylate